17-Hydroxy-tetracosa-19,22-dienoic acid OC(CCCCCCCCCCCCCCCC(=O)O)CC=CCC=CC